(R)-2-(ethyl(methyl)amino)-N-((S)-1-(4-(4-isopropyl-5-(8-methyl-[1,2,4]triazolo[1,5-a]pyridin-6-yl)-1H-pyrazol-3-yl)phenyl)ethyl)-N-methylpropanamide C(C)N([C@@H](C(=O)N(C)[C@@H](C)C1=CC=C(C=C1)C1=NNC(=C1C(C)C)C=1C=C(C=2N(C1)N=CN2)C)C)C